ClC1=CC=C2C(=CNC2=C1)S(=O)(=O)NC1=CC=C(C2=NON=C21)F 6-chloro-N-(7-fluoro-2,1,3-benzooxadiazol-4-yl)-1H-indole-3-sulphonamide